nonyl 9-((6-((4,4-bis(((Z)-oct-5-en-1-yl)oxy)butanoyl)oxy)hexyl)(3-hydroxypropyl)amino)nonanoate C(CCC\C=C/CC)OC(CCC(=O)OCCCCCCN(CCCCCCCCC(=O)OCCCCCCCCC)CCCO)OCCCC\C=C/CC